ethyl furanacetate O1C(=CC=C1)CC(=O)OCC